CO[Si](CCCBr)(OC)OC 3-(trimethoxysilyl)propyl bromide